N-((1r,4r)-4-methoxycyclohexyl)-2-(methylsulfanyl)-6-(pyridin-4-yl)pyrimidine-4-carboxamide COC1CCC(CC1)NC(=O)C1=NC(=NC(=C1)C1=CC=NC=C1)SC